C(C)(C)(C)OC=1C=C2CC[C@@H]([C@@H](C2=CC1)C1=CC=C(C=C1)N1CC2(C1)CCN(CC2)C(=O)OC(C)(C)C)C2=CC=CC=C2 tert-butyl 2-(4-((1R,2S)-6-(tert-butoxy)-2-phenyl-1,2,3,4-tetrahydronaphthalen-1-yl) phenyl)-2,7-diazaspiro[3.5]nonane-7-carboxylate